methyl cis-3-ethyl-6-picolinoyl-6-azabicyclo[3.1.1]heptane-1-carboxylate C(C)C=1C=NC(=CC1)C(=O)C1C2(NC(CC1)C2)C(=O)OC